C(C)(C)(CC)OOC(C(=O)O)C(CC(C)(C)C)C.C1(CC1)S(=O)(=N)C1=C(N=C(S1)N(C(CC1=CC=C(C=C1)C1=C(C=CC(=C1)F)F)=O)C)C N-[5-(Cyclopropylsulfonimidoyl)-4-methyl-thiazol-2-yl]-2-[4-(2,5-difluorophenyl)phenyl]-N-methyl-acetamide tert-amylperoxy-3,5,5-trimethylhexanoate